(2R)-1,7,10-tribenzyl-4-(4-methoxybenzyl)-2-(4-{2-[2-(2-methoxyethoxy)ethoxy]ethoxy}benzyl)-1,4,7,10-tetraazacyclododecane C(C1=CC=CC=C1)N1[C@@H](CN(CCN(CCN(CC1)CC1=CC=CC=C1)CC1=CC=CC=C1)CC1=CC=C(C=C1)OC)CC1=CC=C(C=C1)OCCOCCOCCOC